NC1=CC=CC(=N1)N1C(CCCC1)=O 1-(6-aminopyridin-2-yl)piperidin-2-one